C1(CCC1)CNCC1=CC2=NC=C(C=C2N1)CN1N=NC(=C1)C1=C2C=NNC2=CC=C1 N-(cyclobutylmethyl)-1-[6-[[4-(1H-indazol-4-yl)triazol-1-yl]methyl]-1H-pyrrolo[3,2-b]pyridin-2-yl]methanamine